1-((3aR,5s,6aS)-5-((5-(8-fluoroimidazo[1,2-a]pyridin-6-yl)-4-methoxy-7H-pyrrolo[2,3-d]pyrimidin-2-yl)amino)hexahydrocyclopenta[c]pyrrol-2(1H)-yl)ethan-1-one FC=1C=2N(C=C(C1)C1=CNC=3N=C(N=C(C31)OC)NC3C[C@@H]1[C@@H](CN(C1)C(C)=O)C3)C=CN2